chloro-N,N-dimethylformamide ClC(=O)N(C)C